2-(4-cyclopropyl-6-methoxypyrimidin-5-yl)-4-(4-(1-methyl-4-(trifluoromethyl)-1H-imidazol-2-yl)benzyl)-5,6-dihydro-4H-pyrrolo[3,2,1-de]pteridine C1(CC1)C1=NC=NC(=C1C=1N=C2N(CCN3C2=C(N1)C=C3)CC3=CC=C(C=C3)C=3N(C=C(N3)C(F)(F)F)C)OC